COC(=O)N1CC(N(CC1)C1=NOC(=N1)C1=CC(=C(C(=C1)NC(=O)C1=CN=C2N1C=CC=C2)C)F)C(C)C 4-(5-(3-fluoro-5-(imidazo[1,2-a]pyridine-3-carboxamido)-4-methylphenyl)-1,2,4-oxadiazol-3-yl)-3-isopropylpiperazine-1-carboxylic acid methyl ester